CC1CN(CCC1)C(=O)C1CCN(CC1)C(CN1CCN(CC1)C1=C2C(NC=N1)=NC=C2)=O 1-[4-(3-methylpiperidine-1-carbonyl)piperidin-1-yl]-2-(4-[1H-pyrrolo[2,3-d]pyrimidin-4-yl]piperazin-1-yl)ethan-1-one